C1=CC=CC=2C3=CC=CC=C3N(C12)C1=CC=C(C=C1)C1=C(C(=C(C(=C1C1=CC=C(C=C1)N1C2=CC=CC=C2C=2C=C(C=CC12)C)C1=CC=C(C=C1)N1C2=CC=CC=C2C=2C=C(C=CC12)C)C#N)C=1C(=NC(=CC1)C1=CC=CC=C1)C1=CC=CC=C1)C1=CC=C(C=C1)N1C2=CC=CC=C2C=2C=C(C=CC12)C 6'-(4-(9H-carbazol-9-yl)phenyl)-4'-(2,6-diphenylpyridin-3-yl)-4,4''-bis(3-methyl-9H-carbazol-9-yl)-5'-(4-(3-methyl-9H-carbazol-9-yl)phenyl)-[1,1':2',1''-terphenyl]-3'-carbonitrile